C(C)OC(CCCOC1=C(C=C(C=C1F)C1=CC=C2C(=CN(C2=C1)C(C)C)Cl)F)=O 4-[4-(3-chloro-1-isopropyl-1H-indol-6-yl)-2,6-difluoro-phenoxy]-butyric acid ethyl ester